2-(2,6-difluorophenyl)-4-[[5-(4-hydroxy-1-piperidyl)-2-pyridyl]amino]-5-oxo-6H-1,6-naphthyridine-8-carbonitrile FC1=C(C(=CC=C1)F)C1=NC=2C(=CNC(C2C(=C1)NC1=NC=C(C=C1)N1CCC(CC1)O)=O)C#N